3-(naphthalen-1-yl)prop-2-en-1-one C1(=CC=CC2=CC=CC=C12)C=CC=O